N-(3-(4-amino-6-phenylquinazolin-8-yl)phenyl)acrylamide NC1=NC=NC2=C(C=C(C=C12)C1=CC=CC=C1)C=1C=C(C=CC1)NC(C=C)=O